FC1=C(C=C(C=C1)F)C1=NN=C(O1)C=1C(=NC=C(C1)C=1C=NN(C1)C1CCNCC1)N 3-(5-(2,5-difluorophenyl)-1,3,4-oxadiazol-2-yl)-5-(1-(piperidin-4-yl)-1H-pyrazol-4-yl)pyridin-2-amine